N-(4-Acetamido-2-fluorophenyl)-3-(4-cyano-3-(trifluoromethyl)phenyl)-2-(trifluoromethyl)oxazolidin-5-carboxamid C(C)(=O)NC1=CC(=C(C=C1)NC(=O)C1CN(C(O1)C(F)(F)F)C1=CC(=C(C=C1)C#N)C(F)(F)F)F